ClC1=NC2=CC=C(C=C2C(=N1)OCC1=CC=C(C=C1)C=1N(C=C(N1)C(F)(F)F)C(C)C)F 2-chloro-6-fluoro-4-((4-(1-isopropyl-4-(trifluoromethyl)-1H-imidazol-2-yl)benzyl)oxy)quinazoline